B(F)(F)F.C(C)(C)(C)OC(=O)N1C[C@@H](N([C@@H](C1)C)C[K])C (((2s,6r)-4-(tert-butoxycarbonyl)-2,6-dimethylpiperazin-1-yl)methyl)potassium trifluoroborate